Cl.O1COC2=C1C=CC(=C2)CC(C)NC 1-(1,3-Benzodioxol-5-yl)-N-methyl-propan-2-amine HCl